(5-(hydroxymethyl)-2-((4-sulfamoylphenyl)amino)thiazol-4-yl)-N-isopropylbenzenesulfonamide OCC1=C(N=C(S1)NC1=CC=C(C=C1)S(N)(=O)=O)C1=C(C=CC=C1)S(=O)(=O)NC(C)C